C(C)(C)(C)OC(=O)N1C(C2=C(CC1)NC(=C2NC2=CC=CC=C2)C2=CC=NC=C2)=O 4-oxo-3-(phenylamino)-2-(pyridin-4-yl)-1,4,6,7-tetrahydro-5H-pyrrolo[3,2-c]pyridine-5-carboxylic acid tert-butyl ester